S-((5-carbamoylpyridin-2-yl)thio)cysteine C(N)(=O)C=1C=CC(=NC1)SSC[C@H](N)C(=O)O